2-bromo-6-nitro-N-(pyridin-3-ylmethyl)aniline BrC1=C(NCC=2C=NC=CC2)C(=CC=C1)[N+](=O)[O-]